C(#N)C1CN(CC1C1=CC(NC=C1)=O)C(=O)[O-] 3-cyano-4-(2-oxo-1,2-dihydropyridin-4-yl)pyrrolidine-1-carboxylate